(3S)-1-(2-fluoro-4-nitrophenyl)-3-methoxypyrrolidine FC1=C(C=CC(=C1)[N+](=O)[O-])N1C[C@H](CC1)OC